ClC1=CC(=C(C=C1)C1=NC(=CN2C1=NC(=C(C2=O)C)C)[C@@H]2C[C@@H](OCC2)C2=CN(C(C=C2)=O)C)F 9-(4-chloro-2-fluoro-phenyl)-7-[(2R,4S)-2-(6-keto-1-methyl-3-pyridyl)tetrahydropyran-4-yl]-2,3-dimethyl-pyrazino[1,2-a]pyrimidin-4-one